ClC1=NC=C(C(=C1)NC1=CC(=C(C(=C1)OC)OC)OC)[N+](=O)[O-] 2-chloro-5-nitro-4-(3,4,5-trimethoxyphenylamino)pyridine